7-bromopyrazolo[1,5-a]pyrido[3,2-e]pyrazin-4(5H)-one BrC1=CC=2NC(C=3N(C2N=C1)N=CC3)=O